2-chlorospiro[6,7-dihydrothieno[3,2-c]pyran-4,4'-piperidine] ClC1=CC2=C(CCOC23CCNCC3)S1